3-((1H-indol-4-yl)oxy)-1-((tetrahydro-2H-pyran-4-yl)methyl)-1H-pyrrole-2,5-dione N1C=CC2=C(C=CC=C12)OC=1C(N(C(C1)=O)CC1CCOCC1)=O